Methyl 3-(6-(2-amino-5-(2-methylpyridin-4-yl)-1H-imidazol-4-yl)-2,3-dihydro-4H-benzo[b][1,4]oxazin-4-yl)propanoate NC=1NC(=C(N1)C1=CC2=C(OCCN2CCC(=O)OC)C=C1)C1=CC(=NC=C1)C